N-[(4-hydroxy-3-methoxyphenyl)methyl]-7-cyclohexyl-6-heptynylamide OC1=C(C=C(C=C1)C[N-]CCCCCC#CC1CCCCC1)OC